N1C(=NC2=C1C=CC=C2)C=2C=C(C=CC2)NC2=NC=C(N=C2)C2=NC=CC=C2 N-(3-(1H-benzo[d]imidazol-2-yl)phenyl)-5-(pyridin-2-yl)pyrazin-2-amine